8-cyclopropyl-9-methyl-7-(3-(trifluoromethyl)-7,8-dihydro-1,6-naphthyridin-6(5H)-yl)-4H-pyrimido[1,2-b]pyridazin-4-one C1(CC1)C1=C(C=2N(N=C1N1CC=3C=C(C=NC3CC1)C(F)(F)F)C(C=CN2)=O)C